ClC=1C=NC=C(C1NC(C1=CC(=C(C=C1)OC(F)F)OCC(C)C)=O)Cl N-(3,5-dichloropyridin-4-yl)-4-difluoromethoxy-3-(2-methylpropyloxy)benzamide